2-benzyloxy-1,3-bis(2,2'-bipyridin-6-yl)benzene C(C1=CC=CC=C1)OC1=C(C=CC=C1C1=CC=CC(=N1)C1=NC=CC=C1)C1=CC=CC(=N1)C1=NC=CC=C1